N-(2-(dibenzo[b,d]furan-4-yl)phenyl)-9,9-dimethyl-9H-fluoren-2-amine C1=CC=C(C=2OC3=C(C21)C=CC=C3)C3=C(C=CC=C3)NC3=CC=2C(C1=CC=CC=C1C2C=C3)(C)C